FC(C1=NN=C(O1)C1=CC=2N(C=C1)C=C(N2)CN(C(=O)N2CCN(CC2)C(=O)N(C)C)C2=CC=CC=C2)F N1-((7-(5-(difluoromethyl)-1,3,4-oxadiazol-2-yl)imidazo[1,2-a]pyridin-2-yl)methyl)-N4,N4-dimethyl-N1-phenylpiperazine-1,4-dicarboxamide